OCC=1C=C(CN2CCC3(CC2)COC2=C4CN(C(C4=CC=C23)=O)C2C(NC(CC2)=O)=O)C=CC1 3-(1'-(3-(hydroxymethyl)benzyl)-6-oxo-6,8-dihydro-2H,7H-spiro[furo[2,3-e]isoindole-3,4'-piperidin]-7-yl)piperidine-2,6-dione